FC=1C=C(N)C=CC1OCC1=NC=CC=C1 3-fluoro-4-(pyridin-2-ylmethoxy)aniline